butyl 6-(4-(5-chloro-6-methyl-1-(tetrahydro-2H-pyran-2-yl)-1H-indazol-4-yl)-5-methyl-3-(4-((2-oxopyrrolidin-1-yl)methyl)phenyl)-1H-pyrazol-1-yl)-2-azaspiro[3.3]heptane-2-carboxylate ClC=1C(=C2C=NN(C2=CC1C)C1OCCCC1)C=1C(=NN(C1C)C1CC2(CN(C2)C(=O)OCCCC)C1)C1=CC=C(C=C1)CN1C(CCC1)=O